C(#N)C1(CC1)NS(=O)(=O)C=1C=C(C=2N(C1)C(=NC2)C=2SC(=NN2)C(F)(F)F)N2CCN(CC2)C(=O)OC(C)C isopropyl 4-(6-(N-(1-cyanocyclopropyl)sulfamoyl)-3-(5-(trifluoromethyl)-1,3,4-thiadiazol-2-yl)imidazo[1,5-a]pyridin-8-yl)piperazine-1-carboxylate